2-(3-bromophenyl)-4,6-diphenyltriazine BrC=1C=C(C=CC1)N1NC(=CC(=N1)C1=CC=CC=C1)C1=CC=CC=C1